[SiH3]CCC(CC[SiH3])[SiH3] 1,3,5-trisilylpentane